F[B-](F)(F)F.N1(N=NC2=C1C=CC=C2)OC(=[N+](C)C)N(C)C 2-(1H-benzotriazol-1-yl)1,1,3,3-tetramethyluronium tetrafluoroborate